Ethyl 6-oxo-2,3,3a,4,5,6-hexahydrobenzo[de]chromene-4-carboxylate O=C1CC(C2CCOC=3C=CC=C1C23)C(=O)OCC